3-(1H-Benzo[d]imidazol-2-yl)-3-(2-hydroxy-5-methoxyphenyl)-1-methylindolin-2-one N1C(=NC2=C1C=CC=C2)C2(C(N(C1=CC=CC=C21)C)=O)C2=C(C=CC(=C2)OC)O